C(=C)C1=C(C=C(C(=C1)C=O)C=C)C=O 2,5-Diethenyl-1,4-benzenedicarboxaldehyde